F[C@]1([C@H]([C@@](C(O1)N1C=CC2=C1N=CN=C2NC(C2=CC=CC=C2)=O)(C#CC)O)O)CI N-(7-((3R,4S,5R)-5-fluoro-3,4-dihydroxy-5-(iodomethyl)-3-(prop-1-yn-1-yl)tetrahydrofuran-2-yl)-7H-pyrrolo[2,3-d]pyrimidin-4-yl)benzamide